4-((2-Fluoro-3-methoxyphenyl)amino)-6-methoxy-7-(2-((4-methylpiperazin-1-yl)oxy)ethoxy)quinoline-3-carbonitrile FC1=C(C=CC=C1OC)NC1=C(C=NC2=CC(=C(C=C12)OC)OCCON1CCN(CC1)C)C#N